(1-(4-benzyl-3,4-dihydro-2H-benzo[b][1,4]oxazin-6-yl)-3,4-dihydroxybutyl)-3-(1H-indol-6-yl)urea C(C1=CC=CC=C1)N1C2=C(OCC1)C=CC(=C2)C(CC(CO)O)NC(=O)NC2=CC=C1C=CNC1=C2